ClC1=NC(=C(C(=N1)C(=O)OC)C(F)(F)F)Cl methyl 2,6-dichloro-5-(trifluoromethyl)-4-pyrimidinecarboxylate